tert-butyl-(R)-3-(hydroxymethyl)-4-(piperidin-4-ylmethyl)piperazine-1-carboxylate C(C)(C)(C)OC(=O)N1C[C@@H](N(CC1)CC1CCNCC1)CO